FC=1C=C(/C=C/C2=CC=C(C(=O)O)C=C2)C=CC1 (E)-4-(3-fluoro-styryl)benzoic acid